C[C@H]1[C@H]2CC[C@H]3[C@]([C@@H]2CC=C1C=C)(C[C@H]([C@H](C3(C)C)O)O)C The molecule is a diterpenoid that is ent-cassa-12,15-diene in which the hydrogens at positions 2beta and 3beta have been replaced by hydroxy groups. It has a role as a plant metabolite. It is a diterpenoid, a secondary alcohol and a diol. It derives from a hydride of an ent-cassa-12,15-diene.